O=C(COCCOCCOCC(=O)N)NCCCC 11-oxo-3,6,9-trioxa-12-azahexadecane-1-amide